2-chloronicotinic acid lithium salt [Li+].ClC1=C(C(=O)[O-])C=CC=N1